ClC1=C(C(=O)N[C@H](C(=O)O)CC2=C3CCCOC3=C(C=C2)C=2C=C(C(=C3CCCOC23)F)F)C(=CC=C1)Cl (S)-2-(2,6-dichlorobenzamido)-3-(5',6'-difluoro-[8,8'-bichroman]-5-yl)propionic acid